[7-(3,6-dihydro-2H-pyran-4-yl)-4-methoxy-thiazolo[4,5-c]pyridin-2-yl]-amid O1CCC(=CC1)C=1C2=C(C(=NC1)OC)N=C(S2)[NH-]